magnesium bis(trifluoromethansulfonyl)amide FC(S(=O)(=O)[N-]S(=O)(=O)C(F)(F)F)(F)F.[Mg+2].FC(S(=O)(=O)[N-]S(=O)(=O)C(F)(F)F)(F)F